N-((1H-pyrrolo[3,2-c]pyridin-2-yl)methyl)-2-(5-((3-(4-methoxyphenyl)propyl)amino)-6-oxo-2-phenylpyrimidin-1(6H)-yl)acetamide N1C(=CC=2C=NC=CC21)CNC(CN2C(=NC=C(C2=O)NCCCC2=CC=C(C=C2)OC)C2=CC=CC=C2)=O